7-(1-(1-ethoxyethyl)-1H-pyrazol-4-yl)-2-(((S)-1-fluoropropan-2-yl)amino)-[1,2,4]triazolo[1,5-c]pyrimidin-8-ol C(C)OC(C)N1N=CC(=C1)C1=C(C=2N(C=N1)N=C(N2)N[C@H](CF)C)O